ClC1=C(C(C2=CC=CC=C2C1OC1=CC=CC=C1)OC1=CC=CC=C1)NCC1=CC=C(C(=O)NC2=NC=CN=C2)C=C1 4-(((3-chloro-1,4-diphenoxy-1,4-dihydronaphthalen-2-yl)amino)methyl)-N-(pyrazin-2-yl)benzamide